ethyl 3-ethoxy-3-methyl-2-(trifluoromethylsulfonyloxy)butanoate C(C)OC(C(C(=O)OCC)OS(=O)(=O)C(F)(F)F)(C)C